N,N-dimethyltrifluoromethane-sulfonamide CN(S(=O)(=O)C(F)(F)F)C